C1(=CC=C2C=CC3=CC=CC4=CC=C1C2=C34)S(=O)(=O)[O-].[Na+].ClC=3C(=NC=NC3C3=C(C=CC(=C3)Cl)N3N=NC(=C3)Cl)O 5-chloro-6-[5-chloro-2-(4-chloro-1H-1,2,3-triazol-1-yl)phenyl]pyrimidin-4-ol sodium 1-pyrenesulfonate